ClC=1C=C(C=CC1OC(F)(F)F)[C@@H](NC(=O)[C@@H]1CNC(O1)=O)C=1C=NN(C1)C(F)(F)F |o1:12| (S)-N-((R or S)-(3-chloro-4-(trifluoro-methoxy)phenyl)(1-(trifluoromethyl)-1H-pyrazol-4-yl)methyl)-2-oxooxazolidine-5-carboxamide